FC=1C=CC(=C(C1)S(=O)(=O)NC=1C=NC=2CCN(CC2C1)C(=O)NC(C)C)OC 3-((5-Fluoro-2-methoxyphenyl)sulfonamido)-N-isopropyl-7,8-dihydro-1,6-naphthyridine-6(5H)-carboxamide